[F+][O-].[Sn] tin fluorine oxide